N-[2,6-bis(difluoromethoxy)-5-fluoro-3-pyridyl]-7-chloro-1-keto-2H-isoquinoline FC(OC1=NC(=C(C=C1N1C(C2=CC(=CC=C2C=C1)Cl)=O)F)OC(F)F)F